C(C=C)[C@H]1[C@@H](CCCC1)S(=O)(=O)N (1R,2S)-2-ALLYLCYCLOHEXANE-1-SULFONAMIDE